2,6-dichloro-5-fluoro-N-((4-isopropyl-2,6-dimethylpyrimidin-5-yl)carbamoyl)nicotinamide ClC1=C(C(=O)NC(NC=2C(=NC(=NC2C)C)C(C)C)=O)C=C(C(=N1)Cl)F